N-[4-[2-tert-butoxy-6-[2-(trifluoromethyl)-3-pyridinyl]-4-pyridinyl]-2-pyridinyl]acetamide C(C)(C)(C)OC1=NC(=CC(=C1)C1=CC(=NC=C1)NC(C)=O)C=1C(=NC=CC1)C(F)(F)F